5-(((2-(cyclopentylamino)quinolin-7-yl)oxy)methyl)tetrahydrofuran-3,4-diol C1(CCCC1)NC1=NC2=CC(=CC=C2C=C1)OCC1C(C(CO1)O)O